CN([C@@H](CO)C(=O)O)C(C1=CC=C(C=C1)I)=O methyl-(4-iodobenzoyl)serine